(((tert-butyldimethylsilyl)oxy)methyl)-5-isopropyl-pyrrolidine [Si](C)(C)(C(C)(C)C)OCN1CCCC1C(C)C